FC1=CC=C(C=C1)C1=CC1(C)C 1-(4-fluorophenyl)-3,3-dimethyl-cyclopropene